3,7,11-trimethyldodecene CC(C=C)CCCC(CCCC(C)C)C